(6-(isopropylsulfonyl)-4,5,6,7-tetrahydro-1H-pyrazolo[3,4-c]pyridin-3-yl)(4-(2-(trifluoromethyl)phenyl)piperidin-1-yl)methanone C(C)(C)S(=O)(=O)N1CC2=C(CC1)C(=NN2)C(=O)N2CCC(CC2)C2=C(C=CC=C2)C(F)(F)F